ClC=1C(=CC=NC1)I 5-chloro-4-iodo-pyridine